5-Bromo-2-((5-(1-ethyl-1H-pyrazol-4-yl)-2-methoxy-4-morpholinophenyl)amino)pyrimidine BrC=1C=NC(=NC1)NC1=C(C=C(C(=C1)C=1C=NN(C1)CC)N1CCOCC1)OC